2-amino-3-(methoxymethyl)-N'-methyl-N'-(pyrimidin-2-yl)-N-((5-(trifluoromethyl)pyridin-2-yl)methyl)quinoline-6-carbohydrazide NC1=NC2=CC=C(C=C2C=C1COC)C(=O)N(N(C1=NC=CC=N1)C)CC1=NC=C(C=C1)C(F)(F)F